3,12-diketo-5β-cholane O=C1C[C@H]2CC[C@H]3[C@@H]4CC[C@H]([C@@H](CCC)C)[C@]4(C(C[C@@H]3[C@]2(CC1)C)=O)C